CS(=O)(=O)C=1SC2=C(N1)C=CC(=C2)OCCC(=O)NC(C(=O)N)CC 2-(3-((2-(methylsulfonyl)benzo[d]thiazol-6-yl)oxy)propanamido)butanamide